CC12CC3(CC(CC(C1)(C3)C)C2)NS(=O)(=O)C2=C(C=CC(=C2)F)F N-(3,5-dimethyltricyclo[3.3.1.13,7]dec-1-yl)-2,5-difluorobenzenesulfonamide